FC1=C(C(=O)OC)C(=C(C(=C1F)C(=O)OC)F)F dimethyl 2,3,5,6-tetrafluoroterephthalate